tert-butyl 4-((2-(allyloxy)-4,5-dichlorophenyl)(1,1-dimethylethylsulfinamido)methyl)piperidine-1-carboxylate C(C=C)OC1=C(C=C(C(=C1)Cl)Cl)C(C1CCN(CC1)C(=O)OC(C)(C)C)NS(=O)C(C)(C)C